(S)-4-(2-((5-methoxy-7-methyl-1H-indol-4-yl)methyl)-2-azaspiro[3.3]heptan-1-yl)benzoic acid COC=1C(=C2C=CNC2=C(C1)C)CN1[C@H](C2(C1)CCC2)C2=CC=C(C(=O)O)C=C2